FC1=CC=C(C=C1)C1(CN(C1)C(=O)C=1C=C2CN(C(C2=CC1)=O)C1C(NC(CC1)=O)=O)O 3-{5-[3-(4-fluorophenyl)-3-hydroxyazetidine-1-carbonyl]-1-oxo-3H-isoindol-2-yl}piperidine-2,6-dione